The molecule is an organic chloride salt. It has a role as a dye. It contains a Janus Green B cation. CCN(CC)C1=CC2=[N+](C3=C(C=CC(=C3)N=NC4=CC=C(C=C4)N(C)C)N=C2C=C1)C5=CC=CC=C5.[Cl-]